C(C1=CC=CC=C1)OC(NC=1C=C2CC[C@@H](C2=CC1)NC(=O)OC(C)(C)C)=O.N1(CCC1)C[C@@H](C(=O)NC(C)(C)C1=CC=C(C=C1)C)C (S)-3-(azetidin-1-yl)-2-methyl-N-(2-(p-tolyl)propan-2-yl)propanamide benzyl-N-[(1S)-1-[(tert-butoxycarbonyl)amino]-2,3-dihydro-1H-inden-5-yl]carbamate